1-(4-fluoro-1-bicyclo[2.2.2]octyl)-3-[[2-[(2R)-2-fluoropropoxy]pyridin-4-yl]methyl]urea FC12CCC(CC1)(CC2)NC(=O)NCC2=CC(=NC=C2)OC[C@@H](C)F